N-((3S,4R)-3-fluoro-1-(oxetan-3-yl)piperidin-4-yl)-4-methoxy-5-(1-((R)-1,1,1-trifluoropropan-2-yl)-1H-benzo[d][1,2,3]triazol-6-yl)pyrrolo[2,1-f][1,2,4]triazin-2-amine F[C@H]1CN(CC[C@H]1NC1=NN2C(C(=N1)OC)=C(C=C2)C=2C=CC1=C(N(N=N1)[C@@H](C(F)(F)F)C)C2)C2COC2